C(#N)CC(=O)N1C[C@@H](CCC1)COC1=NC=CC2=CC(=C(C=C12)OC(C)C)C(=O)N 1-{[(3R)-1-(cyanoacetyl)piperidin-3-yl]methoxy}-7-(prop-2-yloxy)isoquinoline-6-carboxamide